C(CCCCCCCCCCCCCCCCC)(=O)OO mono-hydroxy stearate